1,1-difluoroethanesulfonic acid (4-methylphenyl)diphenyl-sulfonium salt CC1=CC=C(C=C1)[S+](C1=CC=CC=C1)C1=CC=CC=C1.FC(C)(S(=O)(=O)[O-])F